BrC1=C2C=CNC2=CC(=C1OC=1C=CC(=C(C1)C1=NC(=NN1C)C(C)(CCSCCSCCO)C=1C=C(C=CC1)/C=C(/C(=O)OCC)\C)F)F Ethyl (E)-3-(3-(2-(5-(5-((4-bromo-6-fluoro-1H-indol-5-yl)oxy)-2-fluorophenyl)-1-methyl-1H-1,2,4-triazol-3-yl)-4-((2-((2-hydroxyethyl)thio)ethyl)thio)butan-2-yl)phenyl)-2-methylacrylate